FC1=C(C(=O)N2CCC(CC2)CO)C=C(C=C1)CC1=NNC(C2=CC=CC=C12)=O (1-(2-fluoro-5-((4-oxo-3,4-dihydrophthalazin-1-yl)methyl)benzoyl)piperidin-4-yl)methanol